BrC1=CC(=CC=2C=COC21)NC2=NC(=CC(=N2)NC)C N2-(7-bromobenzofuran-5-yl)-N4,6-dimethyl-pyrimidine-2,4-diamine